1-(3-chloro-4-methylbenzyl)-5-hydroxy-N-methyl-2-oxo-2,3-dihydro-1H-benzo[b]azepine-4-carboxamide ClC=1C=C(CN2C3=C(C(=C(CC2=O)C(=O)NC)O)C=CC=C3)C=CC1C